5'-chloro-2'-({[2-(dimethylamino)ethyl](ethyl)amino}methyl)-7',8'-dihydro-6'H-spiro[cyclohexane-1,9'-furo[2,3-f]quinazoline]-7'-one ClC=1C=C2C(=C3C4(NC(NC13)=O)CCCCC4)OC(=C2)CN(CC)CCN(C)C